C(=O)(O)CCOC(C=C)=O.ClC1=CC=C(C=C1)NC(C(C)C1CCC(CC1)C1=CC(=NC=C1)C(F)(F)F)=O N-(4-chlorophenyl)-2-(4-(2-(trifluoromethyl)pyridin-4-yl)cyclohexyl)propanamide β-carboxyethylacrylate